C(O)([O-])=O.[NH4+] ammonium hydrogencarbonat